N-(3-(4,4-difluoropiperidin-1-yl)-4-(pyridin-2-yloxy)phenyl)-4-(ethylsulfonamido)-2-(6-azaspiro[2.5]octan-6-yl)benzamide FC1(CCN(CC1)C=1C=C(C=CC1OC1=NC=CC=C1)NC(C1=C(C=C(C=C1)NS(=O)(=O)CC)N1CCC2(CC2)CC1)=O)F